3-(6-amino-9H-purin-9-yl)tridecan-1-ol NC1=C2N=CN(C2=NC=N1)C(CCO)CCCCCCCCCC